C(C)(=O)OCC(=O)NC=1C(=NC2=NC(=CC=C2C1NCC1=C(C=C(C(=C1)F)S(N)(=O)=O)F)OC)C (2-((4-((2,5-difluoro-4-sulfamoyl-phenyl) methylamino)-7-methoxy-2-methyl-1,8-naphthyridin-3-yl) amino)-2-oxo-ethyl) acetate